C(C)(C)(C)OC(=O)N1CCC2=C(CC1)C=C(C=C2)N 7-amino-1,2,4,5-tetrahydro-3H-benzo[d]azepine-3-carboxylic acid tert-butyl ester